NC1=NC=NN2C1=NC=C2C=2C=NN(C2)C=2C=C(C=CC2C)NC(C2=CC(=CC=C2)C(F)(F)F)=O N-(3-(4-(4-Aminoimidazo[2,1-f][1,2,4]triazin-7-yl)-1H-pyrazol-1-yl)-4-Methylphenyl)-3-(trifluoromethyl)benzamide